Benzyl 4-[1-[1-(2,6-dioxopiperidin-3-yl)-3-methyl-2-oxo-1,3-benzodiazol-5-yl]azetidin-3-yl]butanoate O=C1NC(CCC1N1C(N(C2=C1C=CC(=C2)N2CC(C2)CCCC(=O)OCC2=CC=CC=C2)C)=O)=O